1-benzyl-2-(2-chlorophenyl)-1H-benzo[d]imidazole-4-carboxamide C(C1=CC=CC=C1)N1C(=NC2=C1C=CC=C2C(=O)N)C2=C(C=CC=C2)Cl